O=C1NC(CCC1NC(=O)C=1SC=CC1NC(C)=O)=O N-(2,6-dioxopiperidin-3-yl)-3-acetamidothiophene-2-carboxamide